(1aR,5aR)-2-(5-Chloro-pyridin-2-yl)-1a,2,5,5a-tetrahydro-1H-2,3-diaza-cyclopropa[a]pentalene-4-carboxylic acid (2-hydroxy-1,1-dimethylethyl)-amide OCC(C)(C)NC(=O)C=1C=2C[C@@H]3[C@H](C2N(N1)C1=NC=C(C=C1)Cl)C3